HEXAHYDRONAPHTHALEN-2-ONE C1C(CCC2CCCC=C12)=O